FC1=CC=C(C=N1)COC1=CC=C(CC2=NOC(=C2)C=2C=NC=CC2)C=C1 3-(3-(4-((6-fluoropyridin-3-yl)methoxy)benzyl)isoxazol-5-yl)pyridin